CC1(OB(OC1(C)C)C=1C=C(C=CC1)C1=CC(=NC(=C1)C1=NC=CC=C1)C1=NC=CC=C1)C 4'-(3-(4,4,5,5-tetramethyl-1,3,2-dioxaborolan-2-yl)phenyl)-2,2':6',2''-terpyridine